C(C)(C)(C)N1CCC(CC1)CCN(C(C1=C(C=C(C=C1)NC=1C=2N(C=CN1)C(=CN2)C2=C(C(=C(C=C2)OCC#N)F)F)Cl)=O)C tert-butyl-4-(2-(2-chloro-4-((3-(4-(cyanomethoxy)-2,3-difluorophenyl)imidazo[1,2-a]pyrazin-8-yl)amino)-N-methylbenzamido)ethyl)piperidine